9,9'-spirobi[9H-fluorene]-2,2'-diamine C1=C(C=CC=2C3=CC=CC=C3C3(C12)C1=CC=CC=C1C=1C=CC(=CC13)N)N